C(C1=CC=CC=C1)OC1=C(C=C(CC2=C(C=C(OCC(=O)O)C=C2C)C)C=C1)C(C)C 2-(4-(4-(benzyloxy)-3-isopropylbenzyl)-3,5-dimethylphenoxy)acetic acid